6-(3,9-diaza-bicyclo[3.3.1]nonan-9-yl)-3-(4-chloro-2-ethyl-2H-indazol-5-yl)-5-methyl-1,5-dihydro-4H-pyrazolo[3,4-d]pyrimidin-4-one C12CNCC(CCC1)N2C=2N(C(C1=C(N2)NN=C1C1=C(C2=CN(N=C2C=C1)CC)Cl)=O)C